3-(2-(4-((R)-4-((1r,4S)-4-(3-bromo-2-methylphenoxy)cyclohexyl)-2-methylbutyl)piperazin-1-yl)-1-methyl-1H-benzo[d]imidazol-5-yl)piperidine-2,6-dione BrC=1C(=C(OC2CCC(CC2)CC[C@H](CN2CCN(CC2)C2=NC3=C(N2C)C=CC(=C3)C3C(NC(CC3)=O)=O)C)C=CC1)C